ClC1=CC(=C(C=C1)C1=C(N(N=N1)C)CN1N=CC(=CC1=O)N1CC(C1)OCC1CC1)F 2-[[5-(4-chloro-2-fluoro-phenyl)-3-methyl-triazol-4-yl]methyl]-5-[3-(cyclopropylmethoxy)azetidin-1-yl]pyridazin-3-one